3-(1H-benzo[d]imidazol-6-yl)-2-(4-chlorophenyl)thiazolidin-4-one N1C=NC2=C1C=C(C=C2)N2C(SCC2=O)C2=CC=C(C=C2)Cl